5-amino-3-[4-[[(2-methoxybenzoyl)amino]methyl]phenyl]-1-(2,2,2-trifluoroethyl)pyrazole-4-carboxamide NC1=C(C(=NN1CC(F)(F)F)C1=CC=C(C=C1)CNC(C1=C(C=CC=C1)OC)=O)C(=O)N